[Si](C)(C)(C(C)(C)C)O[C@H]1C[C@H](C2(C1)CCN(CC2)C2=NC(=CC(=N2)C#N)C)N[S@](=O)C(C)(C)C (R)-N-((1R,3R)-3-((tert-butyldimethylsilyl)oxy)-8-(4-cyano-6-methylpyrimidin-2-yl)-8-azaspiro[4.5]dec-1-yl)-2-methylpropan-2-sulfinamide